P(N)(N)(N)=S thio-phosphoric triamide